CN(C(=O)C12CNCC(C1)C2)C N,N-Dimethyl-3-azabicyclo[3.1.1]heptane-1-carboxamide